FC1=CC(=C(C(=C1)C(C)C)NC(=O)N=[S@](=O)(N)C1=CN=C(S1)C(C)(C)O)C(C)C (R)-N'-(4-fluoro-2,6-diisopropylphenyl-carbamoyl)-2-(2-hydroxypropan-2-yl)thiazole-5-sulfonimidamide